2-(2-(chloromethyl)phenyl)oxirane [(6Z,9Z,28Z,31Z)-heptatriaconta-6,9,28,31-tetraen-19-yl]4-(dimethylamino)butanoate CCCCC\C=C/C\C=C/CCCCCCCCC(CCCCCCCC\C=C/C\C=C/CCCCC)OC(CCCN(C)C)=O.ClCC1=C(C=CC=C1)C1OC1